Methyl 1-[6-(2-methylpyrazol-3-yl)pyrimidin-4-yl]piperidine-4-carboxylate CN1N=CC=C1C1=CC(=NC=N1)N1CCC(CC1)C(=O)OC